Methyl 3-(sulfamoylmethyl)oxetane-3-carboxylate S(N)(=O)(=O)CC1(COC1)C(=O)OC